5-(4-ethoxy-2,3-difluorophenyl)-2-(4-propylcyclohexyl)tetrahydro-2H-pyran C(C)OC1=C(C(=C(C=C1)C1CCC(OC1)C1CCC(CC1)CCC)F)F